4-(2-(5-nitro-1H-indol-1-yl)ethyl)morpholine [N+](=O)([O-])C=1C=C2C=CN(C2=CC1)CCN1CCOCC1